C(C)(C)(C)OC(=O)N1C[C@H](CC1)C(NCC1=CC=C(C=C1)OCC1=CC=C(C=C1)C(F)(F)F)=O (S)-3-((4-((4-(trifluoromethyl)benzyl)oxy)benzyl)carbamoyl)pyrrolidine-1-carboxylic acid tert-butyl ester